N-acetylisatin C(C)(=O)N1C(=O)C(=O)C2=CC=CC=C12